C1(=CC=CC=C1)[P]C1=CC=CC=C1 Diphenyl-phosphorus